OC=1C=C(C2=C(NC(CO2)=O)C1)C(CNC(CC1=CC=C(C=C1)C(C)C)(C)C)O 6-Hydroxy-8-{1-hydroxy-2-[2-(4-isopropyl-phenyl)-1,1-dimethyl-ethylamino]-ethyl}-4H-benzo[1,4]oxazin-3-one